FCCCCCSC1=CC(=C(C=C1OC)CC(C)NC(OCC1=CC=CC=C1)=O)OC benzyl (1-(4-((5-fluoropentyl)thio)-2,5-dimethoxyphenyl)propan-2-yl)carbamate